(2S)-2-[9H-fluoren-9-ylmethoxycarbonyl(methyl)amino]-3-methyl-butanoic acid C1=CC=CC=2C3=CC=CC=C3C(C12)COC(=O)N([C@H](C(=O)O)C(C)C)C